COC(C1=C(C(=CC=C1)Br)N1CC(CCC1)(C(N(C)C)=O)NC(=O)OC(C)(C)C)=O bromo-2-(3-((tert-butoxycarbonyl)amino)-3-(dimethylcarbamoyl)piperidin-1-yl)benzoic acid methyl ester